O1CCC(=CC1)C=1C=CC=C2N=CC(=NC12)C=1C=NN(C1)CCCCCCNC(OC(C)(C)C)=O tert-butyl (6-(4-(8-(3,6-dihydro-2H-pyran-4-yl)quinoxalin-2-yl)-1H-pyrazol-1-yl)hexyl)carbamate